FC(CNC(OC(C)(C)C)=O)CCC=O tert-butyl (2-fluoro-5-oxopentyl)carbamate